N-methyl-2-nitro-6-(trifluoromethyl)aniline CNC1=C(C=CC=C1C(F)(F)F)[N+](=O)[O-]